C(C)(C)(C)OC(CC[C@@H](C(=O)N)N1C(C2=CC=CC(=C2C1)OCC1=CC=C(C=C1)[C@@H](C)N1CCN(CC1)C1=C(C=C(C=C1)C#N)F)=O)=O.SCCC[SiH2][SiH2][SiH3] (3-mercaptopropyl)trisilane Tert-butyl-(S)-5-amino-4-(4-((4-((R)-1-(4-(4-cyano-2-fluorophenyl)piperazin-1-yl)ethyl)benzyl)oxy)-1-oxoisoindolin-2-yl)-5-oxopentanoate